1-[(2R,4S,5R)-4,5-difluoro-5-(iodomethyl)tetrahydrofuran-2-yl]-5-methyl-pyrimidine-2,4-dione F[C@H]1C[C@@H](O[C@@]1(CI)F)N1C(NC(C(=C1)C)=O)=O